O[C@@H]1C[C@H](N(C1)C(=O)[C@@H](C(C)C)C1=CC(=NO1)CNC(OC(C)(C)C)=O)C(N[C@@H](C)C1=CC=C(C=C1)C1=C(N=CS1)C)=O tert-butyl N-[[5-[(1S)-1-[(2S,4R)-4-hydroxy-2-[[(1S)-1-[4-(4-methylthiazol-5-yl)phenyl]ethyl]carbamoyl]pyrrolidine-1-carbonyl]-2-methyl-propyl]isoxazol-3-yl]methyl]carbamate